[1,3]dioxole-5-carbonyl chloride O1COC=C1C(=O)Cl